behenyl-propyl-dipropyl-amine C(CCCCCCCCCCCCCCCCCCCCC)C(CC)N(CCC)CCC